C[C@@H]1CN(C[C@@H](O1)C)C(=O)C=1C=NNC1 4-[(cis)-2,6-Dimethylmorpholine-4-carbonyl]-1H-pyrazol